2-{2-[7-(3,5-Dimethylisoxazol-4-yl)-2-oxo-1,2,4,5-tetrahydroimidazo[1,5,4-de][1,4]benzoxazin-4-yl]phenoxyl}-N-ethylacetamide CC1=NOC(=C1C1=CC=C2C=3N(C(COC31)C3=C(OCC(=O)NCC)C=CC=C3)C(N2)=O)C